NC1=NC=2C=C(C(=CC2C2=C1C=NN2C)C(=O)N(C)[C@@H]2COC1=C2C(=CC(=C1)C(F)(F)F)F)F 4-amino-7-fluoro-N-((3S)-4-fluoro-6-(trifluoromethyl)-2,3-dihydro-1-benzofuran-3-yl)-N,1-dimethyl-1H-pyrazolo[4,3-c]-quinoline-8-carboxamide